N1=CC(=CC=C1)SSC=1C=NC=CC1 m-pyridyl disulfide